[C].[N].[Sn] tin nitrogen carbon